4-methoxy-N-(5-(4-methylpiperazin-1-yl)-2-(trifluoromethoxy)phenyl)pyrimidin-2-amine COC1=NC(=NC=C1)NC1=C(C=CC(=C1)N1CCN(CC1)C)OC(F)(F)F